2-(2-(4-(3-(aminomethyl)phenyl)-1-phenyl-1H-indole-6-carboxamido)phenyl)acetic acid NCC=1C=C(C=CC1)C1=C2C=CN(C2=CC(=C1)C(=O)NC1=C(C=CC=C1)CC(=O)O)C1=CC=CC=C1